O1CCC=C1C(=O)[O-] 2,3-dihydrofuran-5-carboxylat